6-[3-[4-[[(4-cyclohexyl-butyl)amino]carbonyl]-2-thiazolyl]-7-oxabicyclo[2.2.1]hept-2-yl]-4-hexenoic acid C1(CCCCC1)CCCCNC(=O)C=1N=C(SC1)C1C(C2CCC1O2)CC=CCCC(=O)O